4-((ethyl-(methyl)amino)methyl)-3-(trifluoromethyl)aniline C(C)N(C)CC1=C(C=C(N)C=C1)C(F)(F)F